[O-]S(=O)(=O)C(F)(F)F.C(CCCCCCCCCCC)[NH+]1C=C(C=C1)CC 1-Dodecyl-3-ethylpyrrolium triflate